2-(2-fluoro-[1,1'-biphenyl]-4-yl)propionic acid methyl ester COC(C(C)C1=CC(=C(C=C1)C1=CC=CC=C1)F)=O